ClC=1C=C(C=CC1F)N(C(=O)OC1=CC=C(C=C1)[N+](=O)[O-])CC1=CC=C(C(=O)OC)C=C1 Methyl 4-(((3-chloro-4-fluorophenyl)((4-nitrophenoxy)carbonyl)amino)methyl)benzoate